BrCC1=C[C@H]2[C@H]3[C@@H](O1)OC([C@@H]2C=C3)=O (1S,4aS,5R,7aS)-3-(bromomethyl)-1,4a,5,7a-tetrahydro-1,5-(epoxymethano)cyclopenta[c]pyran-8-one